CC(C(=O)O)N1C(C2=CC=CC=C2C1=O)=O α-methyl-1,3-dioxo-2H-isoindole-2-acetic acid